ClC=1C=CC(=NC1)CN1C(=NC=2N(C(N(C(C12)=O)CCCO)=O)C)OC 7-((5-chloropyridin-2-yl)methyl)-1-(3-hydroxypropyl)-8-methoxy-3-methyl-1H-purine-2,6(3H,7H)-dione